COC(CCl)OC chloroethanal dimethyl acetal